tert-butyl 4-(2-(tert-butyldimethylsilyl)-4-(hydroxymethyl)thiazol-5-yl)-4-hydroxypiperidine-1-carboxylate [Si](C)(C)(C(C)(C)C)C=1SC(=C(N1)CO)C1(CCN(CC1)C(=O)OC(C)(C)C)O